iron (III) sodium salt hydrate O.[Na+].[Fe+3]